C(CC)NC1=CC=NC=N1 6-(propylamino)pyrimidin